FC=1C=C(C=C(C1O)F)[C@@H](CN1C[C@@H]2[C@H](C1)CC(C2)OC2=C(C=CC=C2)F)O (3aR,5R,6aS)-2-((S)-2-(3,5-difluoro-4-hydroxyphenyl)-2-hydroxyethyl)-5-(2-fluorophenoxy)hexahydrocyclopenta[c]pyrrol